COC=1C=C(C=C(C1)OC)C=CC1=CC=C(C=C1)N 3,5-dimethoxy-4'-aminostilbene